3-Bromophenyl 2,4,6-tri-O-acetyl-3-azido-3-deoxy-1-thio-α-D-galactopyranoside C(C)(=O)O[C@H]1[C@@H](SC2=CC(=CC=C2)Br)O[C@@H]([C@@H]([C@@H]1N=[N+]=[N-])OC(C)=O)COC(C)=O